(Dimethoxymethyl)-3-nitrobenzene COC(OC)C1=CC(=CC=C1)[N+](=O)[O-]